(2-(3-(1-methylcyclopropyl)-2-(methylsulfonyl)guanidino)ethylmercapto)-1,2,5-oxadiazole-3-carboxamidine CC1(CC1)NC(NCCSC=1C(=NON1)C(=N)N)=NS(=O)(=O)C